C(C)(C)(C)OC(=O)N1CC2=CC=C(C=C2C1)C1=CSC(=C1)C1=NC=CC=C1 5-(5-(pyridin-2-yl)thiophen-3-yl)isoindoline-2-carboxylic acid tert-butyl ester